1-(3-ethylpyridin-2-yl)-N-(3-fluoro-4-((1-isopropyl-2-keto-2,3-dihydro-1H-imidazo[4,5-b]pyridin-7-yl)oxy)phenyl)-5-(trifluoromethyl)-1H-pyrazole-4-carboxamide C(C)C=1C(=NC=CC1)N1N=CC(=C1C(F)(F)F)C(=O)NC1=CC(=C(C=C1)OC1=C2C(=NC=C1)NC(N2C(C)C)=O)F